COC1=CC=C(C=N1)[C@H](CC(=O)OCC)N1C(C=2N(CC1)C=C(C2)\C=C\CC(C)=O)=O Ethyl (S,E)-3-(6-methoxypyridin-3-yl)-3-(1-oxo-7-(4-oxopent-1-en-1-yl)-3,4-dihydropyrrolo[1,2-a]pyrazin-2(1H)-yl)propanoate